N,N-dimethyl-2-(4-methyl-1H-pyrazol-1-yl)pyridin-4-amine CN(C1=CC(=NC=C1)N1N=CC(=C1)C)C